C(CCNO)C[C@@H](C(=O)O)N The molecule is the N(6)-hydroxy derivative of L-lysine. It is a hydroxy-L-lysine and a N-hydroxy-alpha-amino-acid. It is a tautomer of a N(6)-hydroxy-L-lysine zwitterion.